C(C)OC(C)N1N=CC(=C1)C1=CC=C(N)C=C1 4-(1-(1-ethoxyethyl)-1H-pyrazol-4-yl)aniline